O1COC2=C1C=CC(=C2)CN\C(=C/C#N)\C2(COC2)C (Z)-3-[(benzo[1,3]dioxol-5-ylmethyl)-amino]-3-(3-methyl-oxetan-3-yl)-acrylonitrile